4-bromo-5-fluoro-1-(tetrahydro-2H-pyran-2-yl)-1H-indazole BrC1=C2C=NN(C2=CC=C1F)C1OCCCC1